methyl 6-[5-[5-[(1R)-1-(3,5-dimethylpyridazin-4-yl)ethoxy]-1H-indazol-3-yl]-2-pyridyl]-2,6-diazaspiro[3.3]heptane-2-carboxylate CC=1N=NC=C(C1[C@@H](C)OC=1C=C2C(=NNC2=CC1)C=1C=CC(=NC1)N1CC2(CN(C2)C(=O)OC)C1)C